C(CCCCCCCCCCCCCCCCCCCCC)(=O)OC carbinol behenate